1-(1H-benzimidazol-5-yl)-5-[4-(2-methyl-1,3-thiazol-5-yl)phenyl]imidazolidin-2-one N1C=NC2=C1C=CC(=C2)N2C(NCC2C2=CC=C(C=C2)C2=CN=C(S2)C)=O